FC1=C2C=C(NC2=C(C(=C1)F)F)C(=O)N 4,6,7-trifluoro-1H-indole-2-carboxamide